C(=O)O.ClC=1C=C(C=CC1C(=O)N1CCN(CC1)C(C[C@H]1NCCC1)=O)NC(=O)C=1N(C(=CN1)C1=C(C=C(C=C1)OC(F)F)F)C N-[3-chloro-4-[4-[2-[(2S)-pyrrolidin-2-yl]acetyl]piperazine-1-carbonyl]phenyl]-5-[4-(difluoromethoxy)-2-fluoro-phenyl]-1-methyl-imidazole-2-carboxamide formate